CC=1C=C(C(=O)N2CCC=3C2=CN=CC3C3=CC=C(C#N)C=C3)C=CC1 4-(1-(3-methylbenzoyl)-2,3-dihydro-1H-pyrrolo[2,3-c]pyridin-4-yl)benzonitrile